2,6-dimethoxy-N-(4-methoxy-6-(3-(4-propioloyl-1,4-diazepan-1-yl)phenyl)benzo[d]isoxazol-3-yl)benzenesulfonamide COC1=C(C(=CC=C1)OC)S(=O)(=O)NC1=NOC2=C1C(=CC(=C2)C2=CC(=CC=C2)N2CCN(CCC2)C(C#C)=O)OC